2-Isopropyl-N-methyl-2'-oxo-2',3'-dihydro-1'h-[1,5'-bi-benzo[d]imidazole]-5-carboxamide C(C)(C)C1=NC2=C(N1C1=CC3=C(NC(N3)=O)C=C1)C=CC(=C2)C(=O)NC